ruthenium 1,3,5-benzenetricarboxylic acid C1(=CC(=CC(=C1)C(=O)O)C(=O)O)C(=O)O.[Ru]